2,2'-[5-(1H-1,2,4-triazol-1-yl-methyl)-1,3-phenylene]bis(2-methylpropanenitrile) N1(N=CN=C1)CC=1C=C(C=C(C1)C(C#N)(C)C)C(C#N)(C)C